3-(3-hydroxy-4-methoxy-3-methyl-butyl)-1-methyl-5-nitro-benzimidazol-2-one OC(CCN1C(N(C2=C1C=C(C=C2)[N+](=O)[O-])C)=O)(COC)C